CN1N=C(C2=CC=C(C=C12)N1CCN(CC1)CC1=CC(=CC=C1)S(=O)(=O)N1CCC(CC1)NC1=NC=C(C=N1)C(F)(F)F)N1C(NC(CC1)=O)=O 1-(1-methyl-6-(4-(3-((4-((5-(trifluoro-methyl)pyrimidin-2-yl)amino)piperidin-1-yl)sulfonyl)benzyl)piperazin-1-yl)-1H-indazol-3-yl)dihydropyrimidine-2,4(1H,3H)-dione